N4-(7-chloroquinoline-4-yl)-N1-ethyl-N1-(2-chloroethyl)pentane-1,4-diamine ClC1=CC=C2C(=CC=NC2=C1)NC(CCCN(CCCl)CC)C